4-(2-chloro-3-(1,4-benzodioxan-6-yl)benzyloxy)-5-chlorobenzaldehyde ClC1=C(COC2=CC=C(C=O)C=C2Cl)C=CC=C1C1=CC2=C(OCCO2)C=C1